CC1=CC(=NC=C1C)N 4,5-dimethyl-pyridin-2-amine